FC(C1=CC=C(C=C1)C(C#N)=C)(F)F p-trifluoromethylphenylacrylonitrile